ClC1=C(C(=O)O\N=C\C=2C(=CC=CC2)C)C(=CC=C1)SC1=NC(=CC(=N1)OC)OC (E)-2-tolualdehyde O-(2-chloro-6-((4,6-dimethoxypyrimidin-2-yl)thio)benzoyl) oxime